C(C)(C)(C)C=1C=C(C(=O)N2CCN(CC2)C2=CC=C(N=N2)C(=O)NS(=O)(=O)C2=CC(=C(C=C2)NCCSC2=CC=CC=C2)C(F)(F)F)C=C(C1)C=1C=NC=C(C1)O 6-[4-[3-tert-Butyl-5-(5-hydroxypyridin-3-yl)benzoyl]piperazin-1-yl]-N-[4-(2-phenylsulfanylethylamino)-3-(trifluoromethyl)phenyl]sulfonylpyridazine-3-carboxamide